4-cyclopropyl-N-[(1S)-1-(dicyclopropylmethyl)-2-oxo-2-[[1-[(1R*)-2,2,2-trifluoro-1-(2-oxo-1H-pyridin-3-yl)ethyl]imidazol-4-yl]amino]ethyl]-1,2,5-oxadiazole-3-carboxamide C1(CC1)C=1C(=NON1)C(=O)N[C@H](C(NC=1N=CN(C1)[C@@H](C(F)(F)F)C=1C(NC=CC1)=O)=O)C(C1CC1)C1CC1 |o1:19|